CC(C)(C)C=1C(=C(C=C(C1)C(C)(C)C)C1=C(C(=CC(=C1)C(C)(C)C)C(C)(C)C)OP1OC2=C(C3=C(O1)C=CC=C3)C=CC=C2)OP2OC3=C(C1=C(O2)C=CC=C1)C=CC=C3 6,6'-[[3,3',5,5'-Tetrakis-(1,1-dimethylethyl)-[1,1'-biphenyl]-2,2'-diyl]bis-(oxy)]bisdibenzo[d,f][1,3,2]-dioxaphosphepin